C[Si](C)(C)C#CC1(C2=CC=C(C=C2C(C=2C=CC(=CC12)[Sn](C)(C)C)(C#C[Si](C)(C)C)O[Si](C)(C)C)[Sn](C)(C)C)O[Si](C)(C)C ((9,10-bis((trimethylsilyl)ethynyl)-2,6-bis(trimethylstannyl)-9,10-dihydroanthracene-9,10-diyl)bis(oxy))bis(trimethylsilane)